[Cl-].[Cl-].C(C)(C)O[Ti+2]OC(C)C diisopropyloxytitanium (IV) dichloride